CC1=C(N=C(C=2N1C=C(N2)C(=O)OCC)C)C ethyl 5,6,8-trimethylimidazo[1,2-a]pyrazine-2-carboxylate